(R)-4-((1-(3-(difluoromethyl)-2-fluorophenyl)ethyl)amino)-6-(1-isopropylpiperidin-4-yl)-2-methylpyrido[2,3-d]pyrimidin-7(8H)-one FC(C=1C(=C(C=CC1)[C@@H](C)NC=1C2=C(N=C(N1)C)NC(C(=C2)C2CCN(CC2)C(C)C)=O)F)F